ClC1=CC(=C(CNC([C@@H]2N(CCC2)C(=O)[C@@H]2CN(CCC2)S(=O)(=O)N2CC(C2)C#N)=O)C=C1F)F N-(4-chloro-2,5-difluorobenzyl)-1-(((3S)-1-((3-cyano-1-azetidinyl)sulfonyl)-3-piperidinyl)carbonyl)-D-prolinamide